FC(C(F)(F)F)(C(F)(F)F)O perfluoroisopropanol